cis-4-(tert-butoxycarbonyl)-1-isobutyryl-6-methylpiperazine-2-carboxylic acid C(C)(C)(C)OC(=O)N1C[C@@H](N([C@@H](C1)C)C(C(C)C)=O)C(=O)O